1-{3-[(2R)-3-chloro-2-hydroxypropoxy]-1H-pyrazol-1-yl}ethan-1-one ClC[C@@H](COC1=NN(C=C1)C(C)=O)O